2-bromo-6-[(3S)-3-methoxyoxolan-3-yl]-4-methylpyridine BrC1=NC(=CC(=C1)C)[C@@]1(COCC1)OC